FC1=C(OC2=NC(=C3N=CN(C3=N2)C2OCCCC2)NC(C2CCOCC2)C)C=CC(=C1F)OC 2-(2,3-difluoro-4-methoxyphenoxy)-9-(tetrahydro-2H-pyran-2-yl)-N-(methyl-((tetrahydro-2H-pyran-4-yl)methyl))-9H-purin-6-amine